C(C)(C)(C)OB(O)O t-butyl-boric acid